N-(5-acetyl-2-chlorophenyl)-5-methoxypentanamide C(C)(=O)C=1C=CC(=C(C1)NC(CCCCOC)=O)Cl